5-methylpicolinic acid CC=1C=CC(=NC1)C(=O)O